N[C@H]1[C@@H](OCCC1)C1=C(C=2N=C(N=C(C2S1)NCC=1OC=CC1)Cl)C#CCO 3-(6-((2R,3R)-3-aminotetrahydro-2H-pyran-2-yl)-2-chloro-4-((furan-2-ylmethyl)amino)thieno[3,2-d]pyrimidin-7-yl)prop-2-yn-1-ol